2-Chloro-4-((R)-8-(4-(4-((4-(3-(((S)-2,6-dioxo-piperidin-3-yl)amino)-phenyl)piperazin-1-yl)-methyl)azetidine-1-carbonyl)phenyl)-3-methyl-2,8-diazaspiro[4.5]decan-2-yl)benzonitrile ClC1=C(C#N)C=CC(=C1)N1CC2(C[C@H]1C)CCN(CC2)C2=CC=C(C=C2)C(=O)N2CCC2CN2CCN(CC2)C2=CC(=CC=C2)N[C@@H]2C(NC(CC2)=O)=O